C(C)(=O)N1CCN(CC1)C1=NC=CC(=C1)OC1=CC(=C(C=C1)NC1=NC=NC2=CC(=C(C=C12)NC1CCN(CC1)C(C=C)=O)OC)F 1-(4-((4-((4-((2-(4-acetylpiperazin-1-yl)pyridin-4-yl)oxy)-2-fluorophenyl)amino)-7-methoxyquinazolin-6-yl)amino)piperidin-1-yl)prop-2-en-1-one